4-((1-((5-chloropyridin-2-yl)sulfonyl)-4-ethylidenepyrrolidin-3-yl)oxy)-2-fluorobenzonitrile ClC=1C=CC(=NC1)S(=O)(=O)N1CC(C(C1)=CC)OC1=CC(=C(C#N)C=C1)F